N3-(2-chloro-6-fluorophenylmethyl)-1-(piperidin-4-yl)-1H-pyrazolo[3,4-d]pyrimidine-3,4-diamine ClC1=C(C(=CC=C1)F)CNC1=NN(C2=NC=NC(=C21)N)C2CCNCC2